methyl (S)-2-(3-((6-((1-(3-(tert-butyl)phenyl)ethyl)carbamoyl)-1-isobutyl-2-methyl-1H-indol-3-yl)methyl)-5-fluorophenoxy)-2-methylpropanoate C(C)(C)(C)C=1C=C(C=CC1)[C@H](C)NC(=O)C1=CC=C2C(=C(N(C2=C1)CC(C)C)C)CC=1C=C(OC(C(=O)OC)(C)C)C=C(C1)F